4-{2-{[5-(3,4-dichlorophenyl)thiazol-2-yl]oxy}ethyl}morpholine ClC=1C=C(C=CC1Cl)C1=CN=C(S1)OCCN1CCOCC1